2-chloro-N-(5-chloro-6-(2H-1,2,3-triazol-2-yl)pyridin-3-yl)-5-fluoro-4-(5-fluoro-3-methylpyridin-2-yl)benzamide ClC1=C(C(=O)NC=2C=NC(=C(C2)Cl)N2N=CC=N2)C=C(C(=C1)C1=NC=C(C=C1C)F)F